5-(1H-[1,2,3]Triazolo[4,5-b]pyridin-5-yl)-N-(4-(cyclopentyloxy)-3-fluorophenyl)-2-fluorobenzamide N1N=NC2=NC(=CC=C21)C=2C=CC(=C(C(=O)NC1=CC(=C(C=C1)OC1CCCC1)F)C2)F